N[C@H](CC(=O)O)CC=CC1=CC=CC=C1 (S)-3-amino-6-phenyl-5-hexenoic acid